N=1N(N=CC1)C1=C(C=C(C=N1)NC(C1=C(C=C(C(=C1)F)C1=C(C=NC=C1C1=CC=CC=C1)N)Cl)=O)C(F)(F)F N-(6-(2H-1,2,3-triazol-2-yl)-5-(trifluoromethyl)pyridin-3-yl)-4-(3-amino-5-phenylpyridine-4-yl)-2-chloro-5-fluorobenzamide